O[Cr+2].C(C)(=O)[O-].C(C)(=O)[O-] diacetic acid hydroxychromium(III) salt